C1(CC1)C=1N=NN(C1)[C@H](C(=O)N1[C@@H](C[C@H](C1)O)C(=O)NCC=1C=NN(C1C)CC(C)C)C(C)(C)C (2S,4R)-1-[(2S)-2-(4-cyclopropyltriazol-1-yl)-3,3-dimethyl-butanoyl]-4-hydroxy-N-[(1-isobutyl-5-methyl-pyrazol-4-yl)methyl]pyrrolidine-2-carboxamide